CNC(CC1CC2(CN(C2)C(=O)C=2C=NN3C2C=C(C=C3)NC=3C2=C(NN3)CCC2)C1)=O N-methyl-2-(2-(5-((1,4,5,6-tetrahydrocyclopenta[c]pyrazol-3-yl)amino)pyrazolo[1,5-a]pyridine-3-carbonyl)-2-azaspiro[3.3]hept-6-yl)acetamide